CC=1C(=C(C(C(=O)N[N+](=O)[O-])=CC1)C(=O)N[N+](=O)[O-])C dimethyl-N,N'-dinitrophthalamide